(E)-3-(pyrrolidin-2-yl)pyridine N1C(CCC1)C=1C=NC=CC1